lanthanum-samarium oxide [O-2].[Sm+3].[La+3].[O-2].[O-2]